1,1-Dimethylpyrrolidin-1-ium hydroxide [OH-].C[N+]1(CCCC1)C